(4-n-Decyloxyphenyl)phenyliodonium hexafluorophosphat F[P-](F)(F)(F)(F)F.C(CCCCCCCCC)OC1=CC=C(C=C1)[I+]C1=CC=CC=C1